4-(((3-Chloro-1,4-dioxo-1,4-dihydronaphthalin-2-yl)amino)methyl)-N-(2-fluorophenyl)benzamid ClC1=C(C(C2=CC=CC=C2C1=O)=O)NCC1=CC=C(C(=O)NC2=C(C=CC=C2)F)C=C1